C1(CC1)C1=NOC=C1C=1SC=C(N1)[C@@H]1CC12CCN(CC2)S(=O)(=O)N (1R)-1-[2-(3-cyclopropylisoxazol-4-yl)-1,3-thiazol-4-yl]-6-azaspiro[2.5]octane-6-sulfonamide